2,6-Dimethyl-8-oxooctan-2-ylbenzoat CC(C)(CCCC(CC=O)C)OC(C1=CC=CC=C1)=O